C1(=CC=CC=C1)C1=CC=2C(=NC(=CC2)C=O)N1 2-PHENYL-1H-PYRROLO[2,3-B]PYRIDINE-6-CARBOXALDEHYDE